2-(2-(4-(5-(ethoxycarbonyl)pyrimidin-2-yl)piperazin-1-yl)ethoxy)propanoic acid C(C)OC(=O)C=1C=NC(=NC1)N1CCN(CC1)CCOC(C(=O)O)C